tert-butyl 9-(4-bromo-2,6-dimethyl-phenyl)-8,10-dioxo-3-azaspiro[5.5]undecane-3-carboxylate BrC1=CC(=C(C(=C1)C)C1C(CC2(CCN(CC2)C(=O)OC(C)(C)C)CC1=O)=O)C